tert-butyl (1,6-naphthyridin-7-yl)carbamate N1=CC=CC2=CN=C(C=C12)NC(OC(C)(C)C)=O